11-methyl-11,13-dioctyltricosane CC(CCCCCCCCCC)(CC(CCCCCCCCCC)CCCCCCCC)CCCCCCCC